C1CCC2COC3C=CC(=CC3=C21)O hexahydrocyclopenta[c]chromen-8-ol